1-(3-((tertbutoxycarbonylamino)methyl)phenyl)-3-(trifluoromethyl)-1H-pyrazole-5-carboxylic acid C(C)(C)(C)OC(=O)NCC=1C=C(C=CC1)N1N=C(C=C1C(=O)O)C(F)(F)F